4-[(3-Ethynyl-phenyl)amino]-6-{[4-(5,5-dimethyl-2-oxo-morpholine-4-yl)-1-oxo-2-butene-1-yl]amino}-quinazoline C(#C)C=1C=C(C=CC1)NC1=NC=NC2=CC=C(C=C12)NC(C=CCN1CC(OCC1(C)C)=O)=O